FC1=C(CC2=C(C=CC(=C2)C)NC(CN2CCOCC2)=O)C=CC=C1 N-(2-(2-fluorobenzyl)-4-methylphenyl)-2-morpholinoacetamide